[N+](=[N-])=CC(CCC(C(=O)OC(C)C)NC([C@H](C(C)C)O)=O)=O isopropyl 6-diazo-2-((S)-2-hydroxy-3-methylbutanamido)-5-oxohexanoate